CN(C(=O)NC1=CC=C(C=C1)C=1C=NN(C1)C)[C@H]1CN(CC1)C(=O)OC(C)(C)C tert-butyl (R)-3-(1-methyl-3-(4-(1-methyl-1H-pyrazol-4-yl)phenyl)ureido)pyrrolidine-1-carboxylate